tert-Butyl-(2S,5R)-2-(3-chloro-4-fluoro-phenyl)-5-methyl-4-[1-(trifluoromethyl)cyclopropane carbonyl]piperazine-1-carboxylate C(C)(C)(C)OC(=O)N1[C@H](CN([C@@H](C1)C)C(=O)C1(CC1)C(F)(F)F)C1=CC(=C(C=C1)F)Cl